3',4'-didehydro-3'-deoxycytidine [C@@H]1([C@H](O)C=C(CO)O1)N1C(=O)N=C(N)C=C1